7-chloro-N-{3-[2-(4-chloro-3-fluorophenoxy)acetamido]bicyclo[1.1.1]pentan-1-yl}-4-oxo-4H-1-benzopyran-2-carboxamide ClC1=CC2=C(C(C=C(O2)C(=O)NC23CC(C2)(C3)NC(COC3=CC(=C(C=C3)Cl)F)=O)=O)C=C1